(1R,3R,4R)-2-((S)-2-chloro-9-hydroxy-9H-fluorene-9-carbonyl)-N-((R)-1-cyano-2-((R)-2-oxopiperidin-3-yl)ethyl)-5,5-difluoro-2-azabicyclo[2.2.2]octane-3-carboxamide ClC1=CC=2[C@@](C3=CC=CC=C3C2C=C1)(C(=O)N1[C@H]2CC([C@@H]([C@@H]1C(=O)N[C@H](C[C@@H]1C(NCCC1)=O)C#N)CC2)(F)F)O